benzyl 4-((4-(4-amino-3-chlorophenyl)piperazin-1-yl)methyl)piperidin-1-carboxylate NC1=C(C=C(C=C1)N1CCN(CC1)CC1CCN(CC1)C(=O)OCC1=CC=CC=C1)Cl